The molecule is a steroid sulfate that is 5alpha-pregnane-3beta,20alpha-diol in which both hydroxy hydrogens have been replaced by sulfo groups. It is a conjugate acid of a 5alpha-pregnane-3beta,20alpha-diol disulfate anion and a 5alpha-pregnane-3beta,20alpha-diol disulfate(2-). C[C@@H]([C@H]1CC[C@@H]2[C@@]1(CC[C@H]3[C@H]2CC[C@@H]4[C@@]3(CC[C@@H](C4)OS(=O)(=O)O)C)C)OS(=O)(=O)O